N-propyl-(aminoethyl)-aminopropyl-trimethoxysilane C(CC)NCCC[Si](OCCCN)(OC)OC